BrC1=CC(=C(C=N1)O)C 6-Bromo-3-hydroxy-4-methylpyridine